2-[2-[2-[[1-[(4S)-5-tert-butoxy-4-[(18-tert-butoxy-18-oxo-octadecanoyl)amino]-5-oxo-pentanoyl]-4-piperidyl]carbamoylamino]ethoxy]ethoxy]acetic acid C(C)(C)(C)OC([C@H](CCC(=O)N1CCC(CC1)NC(=O)NCCOCCOCC(=O)O)NC(CCCCCCCCCCCCCCCCC(=O)OC(C)(C)C)=O)=O